N1C=C(C2=CC=CC=C12)CC[C@H]1NCCC2=CC(=C(C=C12)OC)OC (R)-1-(2-(1H-indol-3-yl)ethyl)-6,7-dimethoxy-1,2,3,4-tetrahydroisoquinoline